2-[3-ethylsulfonyl-7-(trifluoromethyl)imidazo[1,2-a]pyridin-2-yl]-3-methyl-6-(trifluoromethyl)imidazo[4,5-c]pyridine C(C)S(=O)(=O)C1=C(N=C2N1C=CC(=C2)C(F)(F)F)C2=NC1=C(C=NC(=C1)C(F)(F)F)N2C